CC(C)=CCC\C(\C)=C\C\C=C(/C)\C=C E,E-α-farnesene